(R)-4-((R)-3-(5-cyclopropyl-4,7-difluoro-3,3-dimethyl-2-oxoindolin-1-yl)-2-oxopyrrolidin-1-yl)-3-methylbutanoic acid C1(CC1)C=1C(=C2C(C(N(C2=C(C1)F)[C@H]1C(N(CC1)C[C@@H](CC(=O)O)C)=O)=O)(C)C)F